C(C)(C)(C)OC(=O)N1CCN(CC1)C(C1=C(C=C(C=C1)S(N)(=O)=O)F)=O 4-(2-fluoro-4-sulfamoylbenzoyl)piperazine-1-carboxylic acid tert-butyl ester